1-(4-(5-((4-amino-2-butoxyimidazo[2,1-f][1,2,4]triazin-7-yl)methyl)-3-methylpyridin-2-yl)piperazin-1-yl)prop-2-en-1-one NC1=NC(=NN2C1=NC=C2CC=2C=C(C(=NC2)N2CCN(CC2)C(C=C)=O)C)OCCCC